8-(4-morpholinylphenyl)-2-(4-hydroxyphenyl)-5,7-dimethoxy-4H-chromen-4-one N1(CCOCC1)C1=CC=C(C=C1)C=1C(=CC(=C2C(C=C(OC12)C1=CC=C(C=C1)O)=O)OC)OC